OC(C)OCCOCC(C)O 1-(2-(1-hydroxyethoxy)ethoxy)propan-2-ol